C(CC(=O)C)(=O)OC(C=CC1=CC=CC=C1)=CC1=CC=CC=C1 dibenzylidenethyl acetoacetate